4-[2-[[(2S)-1-allylpyrrolidin-2-yl]methoxy]-6-chloro-8-fluoro-4-piperazin-1-yl-quinazolin-7-yl]-2-amino-7-fluoro-benzothiophene-3-carbonitrile C(C=C)N1[C@@H](CCC1)COC1=NC2=C(C(=C(C=C2C(=N1)N1CCNCC1)Cl)C1=CC=C(C2=C1C(=C(S2)N)C#N)F)F